BrC=1C=CC(=NC1)OC1CC(C1)OC1CCC(CC1)NC(OC(C)(C)C)=O tert-Butyl N-[(1r,4r)-4-[(1r,3r)-3-[(5-bromopyridin-2-yl)oxy]cyclobutoxy]cyclohexyl]carbamate